(3-(5-(2-aminopyrimidin-4-yl)-2-(4-(4-(2-(1-(5-(2,6-dioxopiperidin-3-yl)pyridin-2-yl)piperidin-4-yl)acetyl)piperazin-1-yl)phenyl)thiazol-4-yl)-2-fluorophenyl)propane-1-sulfonamide NC1=NC=CC(=N1)C1=C(N=C(S1)C1=CC=C(C=C1)N1CCN(CC1)C(CC1CCN(CC1)C1=NC=C(C=C1)C1C(NC(CC1)=O)=O)=O)C=1C(=C(C=CC1)C(CC)S(=O)(=O)N)F